CO[Si](CCCSSSSCCC[Si](OC)(OC)OC)(OC)OC Bis(3-trimethoxysilylpropyl)tetrasulfan